C(C)(=O)N[C@H]1[C@@H](OCC2=CC=CC=C2)O[C@@H]([C@H]([C@@H]1OC(C)=O)F)CO Benzyl 2-acetamido-3-O-acetyl-2,4-dideoxy-4-fluoro-α-D-glucopyranoside